COC1=CC(=C(C=C1NC1=NC=CC(=N1)N1N=C(C(=C1)CN1CCCC1)C1=CC=CC=C1)NC(C=C)=O)N1CCOCC1 N-(4-methoxy-2-morpholino-5-(4-(3-phenyl-4-(pyrrolidin-1-ylmethyl)-1H-pyrazol-1-yl)pyrimidin-2-ylamino)phenyl)acrylamide